1-(3-(Isoquinolin-6-yl)pyrazolo[1,5-a]pyrazin-6-yl)azetidine-3-carboxylic acid C1=NC=CC2=CC(=CC=C12)C=1C=NN2C1C=NC(=C2)N2CC(C2)C(=O)O